FC=1C(=NC=C(C1)F)N1N=C(C=C1)NC(C1=C(C=CC=C1F)F)=O N-[1-(3,5-Difluoropyridin-2-yl)-1H-pyrazol-3-yl]-2,6-difluorobenzamide